methyl-5-(dimethylamino)-2-methyl-5-oxopentanoic acid CC(C(=O)O)(CCC(=O)N(C)C)C